Tert-Butyl (R)-2-(5-((1-(2-(2-fluorophenyl)oxazol-4-yl)ethyl)amino)-6-oxo-2-(piperidin-1-yl)pyrimidin-1(6H)-yl)acetate FC1=C(C=CC=C1)C=1OC=C(N1)[C@@H](C)NC1=CN=C(N(C1=O)CC(=O)OC(C)(C)C)N1CCCCC1